COC1=NC=C(C=C1[N+](=O)[O-])B1OC(C(O1)(C)C)(C)C 2-methoxy-3-nitro-5-(4,4,5,5-Tetramethyl-1,3,2-dioxaborolan-2-yl)pyridine